methyl-2-(4-fluorostyryl)-6-hydroxy-4-isopropoxybenzoate COC(C1=C(C=C(C=C1O)OC(C)C)C=CC1=CC=C(C=C1)F)=O